10-chloro-4-(4-methoxyphenyl)-6-phenylpyrido[2,1-a]isoquinolin-5-ium trifluoromethanesulfonate FC(S(=O)(=O)[O-])(F)F.ClC=1C=CC2=CC(=[N+]3C(=C2C1)C=CC=C3C3=CC=C(C=C3)OC)C3=CC=CC=C3